C(#C)C1=NC=C(C=C1)C#C 2,5-Diethynylpyridine